1-(7-benzyl-2-azaspiro[3.5]non-6-en-2-yl)-2,2,2-trifluoroethan-1-one C(C1=CC=CC=C1)C1=CCC2(CN(C2)C(C(F)(F)F)=O)CC1